N2-(2,3-dihydro-1H-inden-5-yl)-N4-(furan-2-ylmethyl)quinazoline-2,4-diamine C1CCC2=CC(=CC=C12)NC1=NC2=CC=CC=C2C(=N1)NCC=1OC=CC1